COC(C1=C(C(=CC=C1)F)C1=CC(N(C(=C1)C)CC1=CC=CC=C1)=O)=O 2-(1-Benzyl-6-methyl-2-oxo-1,2-dihydropyridin-4-yl)-3-fluorobenzoic acid methyl ester